(S)-4-Bromo-N-(8,9-difluoro-6-oxo-1,4,5,6-tetrahydro-2H-pyrano[3,4-c]isoquinolin-1-yl)-N-methylbenzamide BrC1=CC=C(C(=O)N(C)[C@@H]2COCC=3NC(C=4C=C(C(=CC4C32)F)F)=O)C=C1